ethyl-n-propylsilanol C(C)[SiH](O)CCC